ClC=1C(=CC=2N(C1)C(=CN2)C2=NC=CC(=N2)N2CC(CCC2)(O)C2=CC=CC=C2)F 1-[2-(6-chloro-7-fluoro-imidazo[1,2-a]pyridin-3-yl)-pyrimidin-4-yl]-3-phenyl-piperidin-3-ol